S1C=CC2=C1C=CC(=C2)C(C(C)Br)=O 1-(benzothien-5-yl)-2-bromopropan-1-one